COC1=C(CNC2=NC=CC=3C(=CC=CC23)NCC=2C=NC(=CC2)N2CC=3N(CC2C)C(=NN3)C(F)(F)F)C=CC(=C1)OC N1-(2,4-Dimethoxybenzyl)-N5-((6-(6-methyl-3-(trifluoromethyl)-5,6-dihydro-[1,2,4]triazolo[4,3-a]pyrazin-7(8H)-yl)pyridin-3-yl)methyl)isoquinoline-1,5-diamine